[Na+].[Na+].NC(CN1CC(C1)OC1=C(C=2O[B-]([C@H]3C[C@H]3C2C=C1)(O)O)C(=O)O)=O.NC(CN1CC(C1)OC1=C(C=2O[B-]([C@H]3C[C@H]3C2C=C1)(O)O)C(=O)O)=O (2R,4S)-9-[1-(2-amino-2-oxoethyl)azetidin-3-yl]oxy-5,5-dihydroxy-6-oxa-5-boranuidatricyclo[5.4.0.02,4]undeca-1(7),8,10-triene-8-carboxylic acid disodium salt